4-((7-(cyclopent-1-en-1-yl)-6-methoxy-2-oxo-2,3-dihydro-1H-imidazo[4,5-c]pyridin-1-yl)methyl)-3,5-difluorobenzenesulfonamide C1(=CCCC1)C=1C2=C(C=NC1OC)NC(N2CC2=C(C=C(C=C2F)S(=O)(=O)N)F)=O